C1(CC1)C1=NN(C2=C1C=NC(=C2)C(C(=O)N)COC)C2=NC(=CC=C2)C(C)(F)F (3-cyclopropyl-1-(6-(1,1-difluoroethyl)pyridin-2-yl)-1H-pyrazolo[4,3-c]pyridin-6-yl)-3-methoxypropionamide